COC(=O)C=1N=CN(C1)CC1=CC=C(C=C1)OCC1=CC=C(C2=CC=CC=C12)F 1-(4-((4-Fluoronaphthalen-1-yl)methoxy)benzyl)-1H-imidazole-4-carboxylic acid methyl ester